N-(3-chloro-5-(methylsulfonamido)phenyl)-4-(3-(pyridin-3-yloxy)pyridin-2-yl)thiophene-2-carboxamide ClC=1C=C(C=C(C1)NS(=O)(=O)C)NC(=O)C=1SC=C(C1)C1=NC=CC=C1OC=1C=NC=CC1